7-ethoxy-3-quinolinecarbonitrile C(C)OC1=CC=C2C=C(C=NC2=C1)C#N